C1(CC1)N1C=C(C(C2=CC=C(C(=C12)OC)F)=O)C(=O)O cyclopropyl-4-oxo-7-fluoro-8-methoxy-1,4-dihydroquinoline-3-carboxylic acid